C(C)(=O)OC[C@]1(O[C@H](C[C@@H]1OC(C)=O)N1C(NC(C(=C1)F)=O)=O)C(F)(F)F ((2R,3S,5R)-3-acetoxy-5-(5-fluoro-2,4-dioxo-3,4-dihydropyrimidin-1(2H)-yl)-2-(trifluoromethyl)tetrahydrofuran-2-yl)methyl acetate